N1CCC2(CC1)NC(C1=CC=CC=C1C2)([2H])[2H] 1,4-dihydro-2H-spiro[isoquinoline-3,4'-piperidine]-1,1-d2